FC1=C(C(=CC(=C1)C#CC=1C=NC=CC1)F)N1C(C2(N3C1=NC=C3N3C(CC3)=O)CC2)=O 7'-[2,6-difluoro-4-[2-(3-pyridyl)ethynyl]phenyl]-3'-(2-oxoazetidin-1-yl)spiro[cyclopropane-1,5'-imidazo[1,2-a]imidazole]-6'-one